2-(((1R)-1-(3,7-dimethyl-4-oxo-2-(tetrahydro-1H-thieno[3,4-c]pyrrol-5(3H)-yl)-4H-pyrido[1,2-a]pyrimidin-9-yl)ethyl)amino)benzoic acid CC1=C(N=C2N(C1=O)C=C(C=C2[C@@H](C)NC2=C(C(=O)O)C=CC=C2)C)N2CC1C(C2)CSC1